methyl-2H-benzo[d][1,3]oxazine-2,4(1H)-dione CN1C(OC(C2=C1C=CC=C2)=O)=O